N(C(=O)C)[C@@H]1CC[C@H](CC1)CN1CCC(CC1)C1=CN(C2=CN=CC=C21)C2=C(C(=O)N(C)C(C)C)C=C(C=C2)F 2-(3-(1-(1-(trans-4-acetaminocyclohexyl)methyl)piperidin-4-yl)-1H-pyrrolo[2,3-c]pyridin-1-yl)-5-fluoro-N-isopropyl-N-methylbenzamide